(4-amino-7-fluoro-1,3-dihydrofuro[3,4-c]quinolin-8-yl)((3R)-3-(5-(trifluoromethyl)-2-pyridinyl)-4-morpholinyl)methanone NC1=NC=2C=C(C(=CC2C2=C1COC2)C(=O)N2[C@@H](COCC2)C2=NC=C(C=C2)C(F)(F)F)F